OC(CC(=O)[O-])C[N+](C)(C)C 3-hydroxy-4-(trimethylammonio)butanoate